2-AMINO-6-(TRIFLUOROMETHYL)PYRIDINE-4-BORONIC ACID NC1=NC(=CC(=C1)B(O)O)C(F)(F)F